C(C)(C)(C)NS(=O)(=O)C1=NC(=CC=C1N[C@H](C)C1=CC(=CC=2C(C=C(OC21)C2=CC=CC=C2)=O)C)Cl N-tert-butyl-6-chloro-3-[[(1R)-1-(6-methyl-4-oxo-2-phenyl-benzopyran-8-yl)ethyl]amino]pyridine-2-sulfonamide